1-(4-butoxyphenyl)-1,3-propanediol C(CCC)OC1=CC=C(C=C1)C(CCO)O